S([O-])(O)(=O)=O.C(CCC)C=1NC=C[NH+]1 butylimidazolium bisulfate